C(#N)C=1C=C(C=CC1)N1N=C(N=C1)C(=O)NCC1CN(CC1)C#N 1-(3-cyanophenyl)-N-((1-cyanopyrrolidin-3-yl)methyl)-1H-1,2,4-triazole-3-carboxamide